5,5-difluoro-1-(5-fluoropyridin-3-yl)-3-(trifluoromethyl)-4,5,6,7-tetrahydro-1H-indol-4-ol FC1(C(C=2C(=CN(C2CC1)C=1C=NC=C(C1)F)C(F)(F)F)O)F